O=C1NC(CCC1C1=NN(C2=CC(=CC=C12)N1CCC(CC1)N(C(OC(C)(C)C)=O)C)C)=O tert-butyl N-[1-[3-(2,6-dioxo-3-piperidyl)-1-methyl-indazol-6-yl]-4-piperidyl]-N-methyl-carbamate